O[C@H]1CN(CCC1)C1=NC(=NC(=N1)C1=NC(=CC=C1)C(F)(F)F)NC1=CC(=NC=C1)C(F)(F)F ((R)-3-hydroxypiperidin-1-yl)-6-(6-(trifluoromethyl)pyridin-2-yl)-N-(2-(trifluoromethyl)pyridin-4-yl)-1,3,5-triazin-2-amine